FC=1C=C(OC2=CC=C(C=N2)CC2=NOC(=C2)C=2C(=NC=CC2)N)C=CC1 3-(3-((6-(3-fluorophenoxy)pyridin-3-yl)methyl)isoxazol-5-yl)pyridin-2-amine